(monophenanthrone) europium (III) [Eu+3].C1=CC=CC=2C3=CC=CC=C3C(CC12)=O